5-(3-(piperidin-1-yl)phenoxy)-1H-1,2,3-triazole-4-carboxylic acid N1(CCCCC1)C=1C=C(OC2=C(N=NN2)C(=O)O)C=CC1